4-dicarboxylmethylcyclohexane C(=O)(O)C(C1CCCCC1)C(=O)O